C(#N)C(C(=O)O)(CC)CC 2-CYANO-2-ETHYLBUTANOIC ACID